methyl 2-fluoro-4-(1-methoxy-1-oxobutan-2-ylamino)-5-nitrobenzoate FC1=C(C(=O)OC)C=C(C(=C1)NC(C(=O)OC)CC)[N+](=O)[O-]